N-{[3-(4-{[(3S,4R)-3-fluoro-1-methylpiperidin-4-yl]amino}-1-(2,2,2-trifluoroethyl)-1H-indol-2-yl)-1,2,4-oxadiazol-5-yl]methyl}-1-(2-fluoroethyl)-1H-pyrrole-2-carboxamide F[C@H]1CN(CC[C@H]1NC1=C2C=C(N(C2=CC=C1)CC(F)(F)F)C1=NOC(=N1)CNC(=O)C=1N(C=CC1)CCF)C